methyl 4,8-difluoro-3,5,6,7-tetrahydrocyclopenta[f]benzotriazole-6-carboxylate FC1=C2C(=C(C=3N=NNC31)F)CC(C2)C(=O)OC